tert-butyl 4-[(1S,4S,5R)-5-([5-cyclopropyl-3-[2-(trifluoromethyl)phenyl]-1,2-oxazol-4-yl]methoxy)-2-azabicyclo[2.2.1]heptan-2-yl]benzoate C1(CC1)C1=C(C(=NO1)C1=C(C=CC=C1)C(F)(F)F)CO[C@H]1[C@@H]2CN([C@H](C1)C2)C2=CC=C(C(=O)OC(C)(C)C)C=C2